NCCC1=CC=C(C=C1)C1=C(C=C(C#N)C=C1)OC1=NC(=NC(=C1)OCC1(CC1)C)C 4-[4-(2-aminoethyl)phenyl]-3-[2-methyl-6-[(1-methylcyclopropyl)methoxy]pyrimidin-4-yl]oxybenzonitrile